COC=1C=C(CNC2=C(C=NC3=CC=CC=C23)NC(CCCC)=O)C=CC1 N-(4-((3-methoxybenzyl)amino)quinolin-3-yl)pentanamide